BrC=1C=CC=2N(C1)C(=C(N2)CC(F)(F)F)N(C)C=2SC=C(N2)C2=CC=C(C=C2)Cl [6-Bromo-2-(2,2,2-trifluoro-ethyl)-imidazo[1,2-a]pyridin-3-yl]-[4-(4-chloro-phenyl)-thiazol-2-yl]-methyl-amine